NC1=NC=NN2C1=C(C=C2C2CCN(CC2)C(C(C)C)=O)C2=CC=C(C=C2)C2=C(C(N(C(=C2Br)C)C=2C=NC=CC2)=O)C(=O)N (4-(4-amino-7-(1-isobutyrylpiperidin-4-yl)pyrrolo[2,1-f][1,2,4]triazin-5-yl)phenyl)-5-bromo-6-methyl-2-oxo-2H-[1,3'-bipyridine]-3-carboxamide